FC1=CC=C2C(=CC=NC2=C1)N1CCN(CC1)C(=O)[C@H]1CN(CC1)S(=O)(=O)C=1N(C=CN1)C (R)-(4-(7-fluoroquinolin-4-yl)piperazin-1-yl)(1-((1-methyl-1H-imidazol-2-yl)sulfonyl)pyrrolidine-3-yl)methanone